N-(5-(benzyloxy)-3,4,6-trimethylpyridin-2-yl)benzofuran-2-carboxamide C(C1=CC=CC=C1)OC=1C(=C(C(=NC1C)NC(=O)C=1OC2=C(C1)C=CC=C2)C)C